(3-bromo-2-(4-((2,6-dimethylmorpholinyl)methyl)piperidin-1-yl)phenyl)ethan-1-one BrC=1C(=C(C=CC1)C(C)=O)N1CCC(CC1)CN1CC(OC(C1)C)C